4-(1-(Ethyl(isopropyl)amino)isoquinoline-3-carboxamido)-2-methylbenzoic acid C(C)N(C1=NC(=CC2=CC=CC=C12)C(=O)NC1=CC(=C(C(=O)O)C=C1)C)C(C)C